COC=1C=CC(=NC1)C1(CCC(CC1)=O)C#N 1-(5-methoxypyridin-2-yl)-4-oxocyclohexanecarbonitrile